FC1(CCN(CC1)C=1C(=CC=C2C(=C(C=NC12)C(=O)N[C@H]1CCC2=CC=CC=C12)N1CCOCC1)F)F 8-(4,4-difluoropiperidin-1-yl)-N-[(1S)-2,3-dihydro-1H-inden-1-yl]-7-fluoro-4-(morpholin-4-yl)quinoline-3-carboxamide